FC1=CC(=C2CC(COC2=C1)C(C)(C)OC)C(C(=O)O)N1C[C@@H](CC1)OCCCCC1=NC=2NCCCC2C(=C1)OC 2-(7-fluoro-3-(2-methoxypropan-2-yl)chroman-5-yl)-2-((R)-3-(4-(4-methoxy-5,6,7,8-tetrahydro-1,8-naphthyridin-2-yl)butoxy)pyrrolidin-1-yl)acetic acid